1-{3-fluoro-6H-isochromeno[3,4-b]pyridin-8-yl}pyrazole FC1=CC=C2C(=N1)OCC=1C=C(C=CC12)N1N=CC=C1